(S)-8-chloro-4-(neopentylamino)-6-((quinolin-7-yl(1-(1-(trifluoromethyl)cyclopropyl)-1H-1,2,3-triazol-4-yl)methyl)amino)quinoline-3-carbonitrile ClC=1C=C(C=C2C(=C(C=NC12)C#N)NCC(C)(C)C)N[C@H](C=1N=NN(C1)C1(CC1)C(F)(F)F)C1=CC=C2C=CC=NC2=C1